3-butenyl-bis(2-propynyl)phosphinic acid C(CC=C)OP(=O)(CC#C)CC#C